1-[8,8-Dimethyl-3-(3-methyl-1H-pyrrolo[2,3-b]pyridin-5-yl)-5,6-dihydro-8H-7-oxa-2,4,4b,9-tetraaza-fluoren-1-yl]-azetidin-3-ol CC1(OCCN2C=3N=C(N=C(C3N=C12)N1CC(C1)O)C=1C=C2C(=NC1)NC=C2C)C